(+)-1-(3-(aminomethyl)phenyl)-N-(5-(3-cyclopropyl-1-(2-oxopyridin-1(2H)-yl)propyl)-2-fluorophenyl)-3-(trifluoromethyl)-1H-pyrazole-5-carboxamide NCC=1C=C(C=CC1)N1N=C(C=C1C(=O)NC1=C(C=CC(=C1)C(CCC1CC1)N1C(C=CC=C1)=O)F)C(F)(F)F